ClC=1C=C(C=CC1)C1=CC=CC2=C1OC1=C2C=CC=C1C1=CC=CC=C1 4-(3-Chlorophenyl)-6-phenyldibenzo[b,d]furan